NC1=C(C=C(N=N1)C1=C(C=CC=C1)O)N1CC2CCC(C1)N2C2=CC(=NC=C2)C#CCN2CCC21CCC1 2-[6-amino-5-[8-[2-[3-(1-azaspiro[3.3]heptan-1-yl)prop-1-ynyl]-4-pyridyl]-3,8-diazabicyclo[3.2.1]octan-3-yl]pyridazin-3-yl]phenol